tert-butyl 3,5,5-trimethyl-hexanoate CC(CC(=O)OC(C)(C)C)CC(C)(C)C